C(C)(=O)C#N acetylcyanide